2-(2-aminoethoxy)-1-(4-(trifluoromethyl)phenyl)ethan-1-one NCCOCC(=O)C1=CC=C(C=C1)C(F)(F)F